C(#N)C1=CC(=C(C=C1)NS(=O)(=O)C1=CNC(=C1)C1=NC=CC=N1)F N-(4-cyano-2-fluorophenyl)-5-(pyrimidin-2-yl)-1H-pyrrole-3-sulfonamide